methyl 4-chloro-1-{[2-(trimethylsilyl) ethoxy] methyl}-1H-pyrrolo[2,3-b]pyridine-2-carboxylate ClC1=C2C(=NC=C1)N(C(=C2)C(=O)OC)COCC[Si](C)(C)C